COC1=C(C2=C(C=N1)C=NN2C)NS(=O)(=O)C=2C=NC(=CC2)N2N=CC(=C2)C.[Sn] Tin N-(6-METHOXY-1-METHYL-1H-PYRAZOLO[4,3-C]PYRIDIN-7-YL)-6-(4-METHYL-1H-PYRAZOL-1-YL)PYRIDINE-3-SULFONAMIDE